Cl.FC1=C(C=C(OC2CC(C2)NCC2=C3C=CN=CC3=CC=C2F)C=C1)OC(F)(F)F (1r,3r)-3-(4-fluoro-3-(trifluoromethoxy)phenoxy)-N-((6-fluoroisoquinolin-5-yl)methyl)cyclobutane-1-amine hydrochloride